NC1(CCCC1)CC(=O)O (1-AMINOCYCLOPENTYL)ACETIC ACID